ClC1=C(C=CC=C1F)[C@@H]1N=C(NC(=C1C(=O)OCC)CN1CC2N(CC1)C(N(C2)CCO)=O)C=2SC=CN2 ethyl (4R)-4-(2-chloro-3-fluoro-phenyl)-6-[[2-(2-hydroxyethyl)-3-oxo-5,6,8,8a-tetrahydro-1H-imidazo[1,5-a]pyrazin-7-yl]methyl]-2-thiazol-2-yl-1,4-dihydropyrimidine-5-carboxylate